6-bromo-2,2-dimethyl-2,3-dihydrothieno[3,2-d]pyrimidin-4(1H)-one BrC1=CC=2NC(NC(C2S1)=O)(C)C